ClC=1C=NC(=C(C(=O)NC2CCC(CC2)CN2C(N(C3=NC=CC=C32)C=3C=C2C(=NN(C2=CC3)C3OCCCC3)C)=O)C1)C 5-chloro-2-methyl-N-((1r,4r)-4-((3-(3-methyl-1-(tetrahydro-2H-pyran-2-yl)-1H-indazol-5-yl)-2-oxo-2,3-dihydro-1H-imidazo[4,5-b]pyridin-1-yl)methyl)cyclohexyl)nicotinamide